N,N-bis(methanesulfonyl)amide CS(=O)(=O)[N-]S(=O)(=O)C